IC=1SC2=C(C1C)CCC(C2)N(C(OC(C)(C)C)=O)C tert-butyl N-(2-iodo-3-methyl-4,5,6,7-tetrahydrobenzothiophen-6-yl)-N-methyl-carbamate